3-(3-bromophenyl)-1-methoxy-1-oxopropan-2-aminium chloride [Cl-].BrC=1C=C(C=CC1)CC(C(=O)OC)[NH3+]